[Sb].[Cr] chromium-antimony